C(#N)COC(CC)=O propionic acid (S)-cyanomethyl ester